2-(((2S,4s,6S)-6-((6-fluoro-quinazolin-2-yl)amino)spiro[3.3]heptan-2-yl)oxy)nicotinamide FC=1C=C2C=NC(=NC2=CC1)NC1CC2(CC(C2)OC2=C(C(=O)N)C=CC=N2)C1